tert-butyl (S)-3-(4-(7-methylquinolin-4-yl)piperazine-1-carbonyl)pyrrolidine-1-carboxylate CC1=CC=C2C(=CC=NC2=C1)N1CCN(CC1)C(=O)[C@@H]1CN(CC1)C(=O)OC(C)(C)C